Cl.COC1=C(CNC2=NC=3C=CC(=CC3C3=C2CCC3)C(=O)O)C=CC(=C1)OC 4-((2,4-dimethoxybenzyl)amino)-2,3-dihydro-1H-cyclopenta[c]quinoline-8-carboxylic acid hydrochloride